5-(2-pentanoylamino-4-methylthiazol-5-yl)-2-methoxyphenylsulphonamide C(CCCC)(=O)NC=1SC(=C(N1)C)C=1C=CC(=C(C1)S(=O)(=O)N)OC